C(C)[C@]12[C@](C3=C(S1)C=CC=C3)([C@H](C2)C2=NC=CC=C2)C(=O)C2=CC=CC=C2 ((1S,2aS,7bS)-2a-ethyl-1-(pyridin-2-yl)-2,2a-dihydrobenzo[b]cyclobuta[d]thiophen-7b(1H)-yl)(phenyl)methanone